CN1CCN(CC1)CC1=CC=C(C(=O)NC2=CC(=C(C=C2)C)NC2=NC=CC(=N2)C=2C=NC=CC2)C=C1 4-[(4-methylpiperazin-1-yl)methyl]-N-{4-methyl-3-[(4-pyridin-3-ylpyrimidin-2-yl)amino]phenyl}benzamide